6-bromo-N-[5-(1,1-dideuterio-2,2-difluoro-ethyl)-4-methoxy-pyrimidin-2-yl]-7-fluoro-1H-indole-3-sulfonamide BrC1=CC=C2C(=CNC2=C1F)S(=O)(=O)NC1=NC=C(C(=N1)OC)C(C(F)F)([2H])[2H]